FCCOC1=NC=CC=C1C1=CN2C(S1)=CC=N2 2-(2-(2-fluoroethoxy)pyridin-3-yl)pyrazolo[5,1-b]thiazole